C(C)(C)(C)OC(=O)N1CC(N(CC1)CC1CCCC1)=O.CCCCCCC n-heptane tert-butyl-4-(cyclopentylmethyl)-3-oxo-1-piperazinecarboxylate